CC(C(C#COOC(C)(C)C)(OOC(C)(C)C)C)CC dimethyl-di(t-butyl-peroxy)hexyne